FC1=C(C=CC(=C1)F)C1=CN=C(S1)C(=O)NC1(CN(C1)C(=O)OC(C)(C)C)CC(=O)OCC tert-butyl 3-(5-(2,4-difluorophenyl)thiazole-2-carboxamido)-3-(2-ethoxy-2-oxoethyl)azetidine-1-carboxylate